ClC(C1=NC(=NC(=N1)C(Cl)(Cl)Cl)C=CC1=CC=C(C=C1)OC)(Cl)Cl 2,4-bis(trichloromethyl)-6-(p-methoxystyryl)-s-triazine